ClC=1C(=C(C=CC1F)[C@H](NC(=O)[C@H]1NC(NC1)=O)C1CC(C1)(C)C)F (4S)-N-[(R)-(3-chloro-2,4-difluoro-phenyl)(3,3-dimethylcyclobutyl)methyl]-2-oxoimidazolidine-4-carboxamide